(R)-2-((1-(3,6-dimethyl-4-oxo-2-(2-oxa-6-azaspiro[3.5]nonan-6-yl)-3,4-dihydroquinazolin-8-yl)ethyl)amino)benzoic acid CN1C(=NC2=C(C=C(C=C2C1=O)C)[C@@H](C)NC1=C(C(=O)O)C=CC=C1)N1CC2(COC2)CCC1